(5'S*)-5'-methyl-4',5'-dihydro-3'H-spiro[cyclopropane-1,2'-pyrido[2,3-f][1,4]oxazepin]-7'-ol C[C@@H]1NCC2(OC3=C1N=C(C=C3)O)CC2 |o1:1|